FC(C1=NN=C(O1)C1=CC=2N(C=C1)C=C(N2)CNC2=CC=C(C=C2)S(=O)(=O)C)F N-((7-(5-(difluoromethyl)-1,3,4-oxadiazol-2-yl)imidazo[1,2-a]pyridin-2-yl)methyl)-4-(methylsulfonyl)aniline